C(C)(C)N1C(=NC2=C1C=CC(=C2)C)\C=C(\C2=CC=C(C=C2)OC)/OC(C2=CC=C(C=C2)OC)=O (Z)-2-(1-Isopropyl-5-methyl-1H-benzo[d]imidazol-2-yl)-1-(4-methoxyphenyl)vinyl-4-methoxybenzoat